tert-butyl 2-oxo-6-oxa-1,9-diazaspiro[3.6]decane-9-carboxylate O=C1NC2(C1)COCCN(C2)C(=O)OC(C)(C)C